(S)-4-((2-(tert-butoxy)ethyl)(4-(5,6,7,8-tetrahydro-1,8-naphthyridin-2-yl)butyl)amino)-2-(5-chloropyrimidine-4-carboxamido)butanoic acid C(C)(C)(C)OCCN(CC[C@@H](C(=O)O)NC(=O)C1=NC=NC=C1Cl)CCCCC1=NC=2NCCCC2C=C1